(5aR,6S,6aS)-tert-butyl 3-((6-fluoro-1,1,3,3-tetramethyl-2,3-dihydro-1H-inden-5-yl)methoxy)-5,5a,6,6a-tetrahydrocyclopropa[4,5]cyclopenta[1,2-c]pyridine-6-carboxylate FC1=C(C=C2C(CC(C2=C1)(C)C)(C)C)COC1=CC2=C(C=N1)[C@H]1[C@@H](C2)[C@@H]1C(=O)OC(C)(C)C